ClC=1C=C2C(=NC(=NC2=C(C1C1=CC=C(C2=C1N=C(S2)N)F)F)OCC21CCCN1CCC2)N2CCNCC(C2)F 4-(6-chloro-8-fluoro-4-(6-fluoro-1,4-diazepan-1-yl)-2-((tetrahydro-1H-pyrrolizin-7a(5H)-yl)methoxy)quinazolin-7-yl)-7-fluorobenzo-[d]thiazol-2-amine